C1(CCCCC1)N(C(C1=C(C=CC=C1)I)=O)C(C(=O)NC1CCCCC1)C1CCNCC1 N-cyclohexyl-N-(2-(cyclohexylamino)-2-oxo-1-(piperidin-4-yl)ethyl)-2-iodobenzamide